(1s,3s)-N-(5-tert-butyl-4-chloro-1,3-thiazol-2-yl)-1-chloro-3-(cyanoamino)cyclobutane-1-carboxamide C(C)(C)(C)C1=C(N=C(S1)NC(=O)C1(CC(C1)NC#N)Cl)Cl